P(OC#C)(=O)N ethynyl phosphonamidate